COC=1C=C2C(=CC=NC2=CC1OC)NC1=CC=C(C=C1)NC(=O)NC1=C(C=CC=C1)C 1-(4-((6,7-dimethoxyquinolin-4-yl)amino)phenyl)-3-(2-methylphenyl)urea